CN1N=NC(=C1)C1=CC=C(C(=O)Cl)C=C1 4-(1-methyl-1H-1,2,3-triazol-4-yl)benzoylchloride